(6-methoxy-7-(3-(4-methylpiperazin-1-yl)propoxy)quinazolin-4-yl)aniline dihydrochloride Cl.Cl.COC=1C=C2C(=NC=NC2=CC1OCCCN1CCN(CC1)C)NC1=CC=CC=C1